Cl.ClCC(=O)N1CCCC2=CC(=CC=C12)OCC(=O)N 2-((1-(2-chloroacetyl)-1,2,3,4-tetrahydroquinolin-6-yl)oxy)acetamide hydrochloride